N-(naphthalen-2-ylmethyl)hydroxylamine C1=C(C=CC2=CC=CC=C12)CNO